tert-butyl-4-(2-(4-cyano-2-fluorophenyl)-2-methylbenzo[d][1,3]dioxol-4-yl)piperidine-1-carboxylate C(C)(C)(C)OC(=O)N1CCC(CC1)C1=CC=CC=2OC(OC21)(C)C2=C(C=C(C=C2)C#N)F